tert-butyl (3aR,6aS)-5-(2-aminoethyl)hexahydrocyclopenta[c]pyrrole-2(1H)-carboxylate NCCC1C[C@@H]2[C@@H](CN(C2)C(=O)OC(C)(C)C)C1